6-(2,4-dimethoxypyrimidin-5-yl)-3-fluoro-8-((1S,2S)-2-(1-(2,2,2-trifluoroethyl)-1H-indazol-6-yl)cyclopropyl)imidazo[1,2-b]pyridazine COC1=NC=C(C(=N1)OC)C=1C=C(C=2N(N1)C(=CN2)F)[C@@H]2[C@H](C2)C2=CC=C1C=NN(C1=C2)CC(F)(F)F